CNC1=CC(=C(C=C1)C1=CN=C(S1)[C@@H]1CC[C@H](CC1)NC(OC(C)C)=O)S(=O)(=O)N1CCCC1 isopropyl trans-N-[4-[5-(4-(methylamino)-2-pyrrolidin-1-ylsulfonyl-phenyl)thiazol-2-yl]cyclohexyl]carbamate